ClC1=C(C=C2C(=NN=C(C2=C1)N1CCN(CC1)C(C=C)=O)C1=C2C=NNC2=CC=C1C)C1=C(C=CC=C1O)F 1-(4-(7-chloro-6-(2-fluoro-6-hydroxyphenyl)-4-(5-methyl-1H-indazol-4-yl)-1-phthalazinyl)-1-piperazinyl)-2-propen-1-one